(R)-(+)-1-(tert-Butoxycarbonyl)-2-tert-butyl-3-methyl-4-imidazolidinone CC(C)(C)C1N(C(=O)CN1C(=O)OC(C)(C)C)C